C(C)OC1=CN=CC(=N1)C1=CN=C(S1)C(=O)N1[C@H](CCC1)C1=CC=CC(=N1)NS(=O)(=O)C1CC1 N-[6-[(2R)-1-[5-(6-ethoxypyrazin-2-yl)-1,3-thiazole-2-carbonyl]pyrrolidin-2-yl]pyridin-2-yl]cyclopropanesulfonamide